OC(C)(C)C=1N=C2N(N=C(C(=C2)C)N2CC=3C=C(C=NC3CC2)C(F)(F)F)C(C1)=O 2-(2-hydroxypropan-2-yl)-8-methyl-7-(3-(trifluoromethyl)-7,8-dihydro-1,6-naphthyridin-6(5H)-yl)-4H-pyrimido[1,2-b]pyridazin-4-one